C(CCC=C)(=O)N[C@@H](COCCC)C(=O)O N-(pent-4-enoyl)-O-propyl-L-serine